2-Amino-5-(4-hydroxypiperazin-1-yl)-2,3-dihydro-1,4-benzodioxine NC1COC2=C(O1)C=CC=C2N2CCN(CC2)O